OC1=C2C(N3CCCN(C3CN2C=CC1=O)C)=O 5-Hydroxy-1-methyl-6,10-dioxo-1,2,3,4,6,9,9a,10-octahydro-1,4a,8a-triazaanthracen